N-(2-chloro-3-(1-hydroxy-2,3-dihydro-1H-inden-4-yl)phenyl)-1-methyl-4,5,6,7-tetrahydro-1H-imidazo[4,5-c]pyridine-2-carboxamide ClC1=C(C=CC=C1C1=C2CCC(C2=CC=C1)O)NC(=O)C=1N(C2=C(CNCC2)N1)C